CC=1C=C(C=C(C1)CC1CCCCC1)CC1CCCCC1 (5-methyl-1,3-phenylene)bis(methylene)dicyclohexane